benzyl 4-[1-(tert-butoxycarbonyl)-3,6-dihydro-2H-pyridin-4-yl]-2,3-dihydroindole-1-carboxylate C(C)(C)(C)OC(=O)N1CCC(=CC1)C1=C2CCN(C2=CC=C1)C(=O)OCC1=CC=CC=C1